trans-3-(aminomethyl)-7-[4-[6-chloro-4-(trifluoromethyl)-2-pyridyl]piperazin-1-yl]sulfonyl-3a,4-dihydro-3H-oxazolo[4,3-c][1,4]benzoxazin-1-one NC[C@@H]1OC(N2[C@@H]1COC1=C2C=CC(=C1)S(=O)(=O)N1CCN(CC1)C1=NC(=CC(=C1)C(F)(F)F)Cl)=O